4-(1,5-dimethyl-4-hexen-1-ylidene)-1-methyl-cyclohexene CC(CCC=C(C)C)=C1CC=C(CC1)C